bis(bromoacetyl)-1,3-propylenediamine BrCC(=O)NCCCNC(CBr)=O